O[C@@H]1[C@H](OC([C@H]([C@H]1O)O)C=1C(=CC=2CC3=CC=CC=C3C2C1)O)CCP(O)(O)=O (2-((2R,3S,4S,5S)-3,4,5-trihydroxy-6-(2-hydroxy-9H-fluoren-3-yl)tetrahydro-2H-pyran-2-yl)ethyl)phosphonic acid